FC1=CC=C(C(C=O)=C1F)O 5,6-difluorosalicylaldehyde